ClC1=NC(=CC(=C1)C=1C2=C(SC1C(=O)N)C=CC(=C2)C(C)(C)S(=O)(=O)C)OC2=CC(=CC(=C2)OC)Cl (2-chloro-6-(3-chloro-5-methoxyphenoxy)pyridin-4-yl)-5-(2-(methylsulfonyl)propan-2-yl)benzo[b]thiophene-2-carboxamide